[Si](C)(C)(C(C)(C)C)O[C@@H]1[C@H]2C(=C([C@@H](C1)O2)C(=O)OC)C2=CC(=NC=C2)F methyl (1r,4r,5s)-5-((tert-butyldimethylsilyl) oxy)-3-(2-fluoropyridin-4-yl)-7-oxabicyclo[2.2.1]hept-2-ene-2-carboxylate